N-(4-(3-amino-7-(pyridin-2-yl)-1H-pyrazolo[4,3-c]pyridin-4-yl)benzyl)-5-fluoro-2-methoxybenzamide NC1=NNC2=C1C(=NC=C2C2=NC=CC=C2)C2=CC=C(CNC(C1=C(C=CC(=C1)F)OC)=O)C=C2